1-(5-(4-((4-([1,2,4]triazolo[1,5-a]pyridin-7-yloxy)-3-methylphenyl)amino)pyrrolo[2,1-f][1,2,4]triazin-5-yl)-2-azabicyclo[2.2.2]octan-2-yl)prop-2-en-1-one N=1C=NN2C1C=C(C=C2)OC2=C(C=C(C=C2)NC2=NC=NN1C2=C(C=C1)C1C2CN(C(C1)CC2)C(C=C)=O)C